C(C)(C)(C)C=1C=C(C=C(C1O)C(C)(C)C)CCC(=O)OCCCCCCCCCCCCCCCCCC octadecyl 3-(3,5-di(tert-butyl)-4-hydroxyphenyl)propionate